(S,E)-1-((6-Chloro-1-((7-fluoro-4-isobutyl-3H-imidazo[4,5-c]pyridin-2-yl)methyl)-2-oxo-1,2-dihydropyridin-3-yl)amino)-7-(dimethylamino)-1,7-dioxohept-5-en-2-yl-dimethylcarbamat ClC1=CC=C(C(N1CC1=NC2=C(C(=NC=C2F)CC(C)C)N1)=O)NC([C@@H](CC\C=C\C(=O)N(C)C)CN(C([O-])=O)C)=O